NC(CN1C[C@H](CC1=O)OC(=O)N1CCN(CC1)C1=NC=2N(C=C1)N=CC2C=2C(=NC=CC2)OC2CC2)=O [(3S)-1-(2-amino-2-oxo-ethyl)-5-oxo-pyrrolidin-3-yl]4-[3-[2-(cyclopropoxy)-3-pyridyl]pyrazolo[1,5-a]pyrimidin-5-yl]piperazine-1-carboxylate